(S)-3-(3-(4-hydroxy-1-methyl-2-oxo-1,2-dihydropyridin-3-yl)ureido)-3-(6-methyl-3'-(trifluoromethoxy)biphenyl-3-yl)propanoic acid OC1=C(C(N(C=C1)C)=O)NC(N[C@@H](CC(=O)O)C=1C=C(C(=CC1)C)C1=CC(=CC=C1)OC(F)(F)F)=O